N-[2-(4,4-difluoropiperidin-1-yl)-6-methylpyrimidin-4-yl]-2-(4,4-dimethyl-1,4-azasilinan-1-yl)-4-(2-hydroxyethanesulfonamido)benzamide FC1(CCN(CC1)C1=NC(=CC(=N1)NC(C1=C(C=C(C=C1)NS(=O)(=O)CCO)N1CC[Si](CC1)(C)C)=O)C)F